N-(5,6-dimethoxybenzothiazol-2-yl)-2-[3-(cyclopentylsulfonyl)phenyl]acetamide COC=1C(=CC2=C(N=C(S2)NC(CC2=CC(=CC=C2)S(=O)(=O)C2CCCC2)=O)C1)OC